SCCC#N 3-mercaptopropanenitrile